CC1=CC(=NC2=CC=CC=C12)C=1SC=CC1 4-methyl-2-(2-thienyl)-quinoline